N-propylcyclohexane-1,2-diamine C(CC)NC1C(CCCC1)N